methyl 4-[5-(2-acetyl-5-fluoropyridin-4-yl)-1H-pyrazole-3-carbonyl]-4-azaspiro[2.5]octane-7-carboxylate C(C)(=O)C1=NC=C(C(=C1)C1=CC(=NN1)C(=O)N1C2(CC2)CC(CC1)C(=O)OC)F